OC(C[C@H]1C[C@H](N(CC1)C(=O)OC(C)(C)C)C1=CC=CC=C1)([2H])[2H] |r| tert-butyl rac-(2S,4R)-4-(2-hydroxyethyl-2,2-d2)-2-phenylpiperidine-1-carboxylate